2-benzyl-5,6-dimethoxy-3-methylcyclohexa-2,5-diene-1,4-dione C(C1=CC=CC=C1)C=1C(C(=C(C(C1C)=O)OC)OC)=O